Cl.BrC=1C=C(C=CC1)NC(=O)[C@H]1NC[C@@H](C1)F (2S,4R)-N-(3-bromophenyl)-4-fluoropyrrolidine-2-carboxamide hydrochloride